lignoceric acid C(CCCCCCCCCCCCCCCCCCCCCCC)(=O)O